4-(4-aminophenyl)-1-(4-(3,4-dichlorophenyl)-5-(isopropylsulfanyl)thiazol-2-yl)-3-methyl-1H-pyrazole-5-carboxylic acid NC1=CC=C(C=C1)C=1C(=NN(C1C(=O)O)C=1SC(=C(N1)C1=CC(=C(C=C1)Cl)Cl)SC(C)C)C